4,4'-methylenebis(3-methylcyclohexan-1-amine) C(C1C(CC(CC1)N)C)C1C(CC(CC1)N)C